2-(2-chlorophenyl)-N-(4-((4-fluorobenzyl)oxy)-3-sulfamylphenyl)acetamide ClC1=C(C=CC=C1)CC(=O)NC1=CC(=C(C=C1)OCC1=CC=C(C=C1)F)S(N)(=O)=O